N-((4-(tert-butyl)phenyl)sulfinyl)-4-(5-(3,5-dichlorophenyl)-5-(trifluoromethyl)-4,5-dihydroisoxazol-3-yl)-2-methylbenzamide C(C)(C)(C)C1=CC=C(C=C1)S(=O)NC(C1=C(C=C(C=C1)C1=NOC(C1)(C(F)(F)F)C1=CC(=CC(=C1)Cl)Cl)C)=O